((1s,4s)-4-((2-((2-(1-(Cyclopropylsulfonyl)-1H-pyrazol-4-yl)pyrimidin-4-yl)amino)-5-((1-(methylsulfonyl)pyrrolidin-3-yl)ethynyl)pyridin-4-yl)amino)cyclohexyl)methanol C1(CC1)S(=O)(=O)N1N=CC(=C1)C1=NC=CC(=N1)NC1=NC=C(C(=C1)NC1CCC(CC1)CO)C#CC1CN(CC1)S(=O)(=O)C